CN1CCC(CC1)NC(CC(C(=O)OCC(CCCCCCCC)CCCCCC)CSCCC(OCCCCCCCCCCCCC)=O)=O 2-hexyldecyl 4-((1-methylpiperidin-4-yl)amino)-4-oxo-2-(((3-oxo-3-(tridecyloxy)propyl)thio)methyl)butanoate